luteolinAl O1C(=C(C(=O)C=2C(O)=CC(O)=CC12)C=O)C1=CC(O)=C(O)C=C1